N-(3-ethyl-1-methyl-4-piperidyl)-6-[3-(4-mesyl-2-anisidino)-1-propynyl]-1-(2,2,2-trifluoroethyl)-1H-1,3-benzimidazole-4-carboxamide C(C)C1CN(CCC1NC(=O)C1=CC(=CC=2N(C=NC21)CC(F)(F)F)C#CCNC=2C(OC)=CC=C(C2)S(=O)(=O)C)C